4-((5-acrylamido-2,3-diketoindol-1-yl)methyl)-N-tert-butylbenzamide C(C=C)(=O)NC=1C=C2C(C(N(C2=CC1)CC1=CC=C(C(=O)NC(C)(C)C)C=C1)=O)=O